O1CCC(=CC1)C1=CC(=CC=2N(C(N(C21)C)=O)C)B2OC(C(O2)(C)C)(C)C 4-(3,6-dihydro-2H-pyran-4-yl)-1,3-dimethyl-6-(4,4,5,5-tetramethyl-1,3,2-dioxaborolan-2-yl)-1,3-dihydro-2H-benzo[d]imidazol-2-one